4-(2-cyanoprop-2-yl)-N-(2-fluoro-4-methyl-3-(2-(methylamino)-8,9-dihydroimidazo[1',2':1,6]pyrido[2,3-d]pyrimidin-6-yl)phenyl)pyridineamide C(#N)C(C)(C)C1=CC(=NC=C1)C(=O)NC1=C(C(=C(C=C1)C)C1=CC2=C(N=C(N=C2)NC)N2C1=NCC2)F